(E)-7-(2-oxo-1-phenylindolin-3-ylidene)heptanoic acid O=C\1N(C2=CC=CC=C2/C1=C\CCCCCC(=O)O)C1=CC=CC=C1